tert-butyl 4-(2-(2-hydroxyethoxy)ethyl)piperidine-1-carboxylate OCCOCCC1CCN(CC1)C(=O)OC(C)(C)C